C1(CC1)N1N=C(C(C(=C1)C(=O)O)=O)C1=C(C=CC=C1)OCC(F)F 2-cyclopropyl-6-[2-(2,2-difluoroethoxy)phenyl]-5-oxo-2,5-dihydropyridazine-4-carboxylic Acid